tert-butyl (3-(3-((3-(4-(2-chlorobenzamido)phenyl)-1-methyl-1H-pyrazol-5-yl)carbamoyl)phenyl)prop-2-yn-1-yl)carbamate ClC1=C(C(=O)NC2=CC=C(C=C2)C2=NN(C(=C2)NC(=O)C=2C=C(C=CC2)C#CCNC(OC(C)(C)C)=O)C)C=CC=C1